C(C)C(C[Si](CC(CCCC)CC)CC(CCCC)CC)CCCC tris(2-ethylhexyl)silicon